C(C)S(=O)(=O)NC=1SC=C(N1)C(C(=O)NC1=NC=C(C=C1)C1=NC(=CN=C1)C(F)(F)F)(C)C 2-(2-(ethylsulfonylamino)thiazol-4-yl)-2-methyl-N-(5-(6-(trifluoromethyl)pyrazin-2-yl)pyridin-2-yl)propanamide